3-(trifluoroMethoxy)benzoic acid FC(OC=1C=C(C(=O)O)C=CC1)(F)F